3,7-Dimethyloctan-3-yl-2-phenylacetat CC(CC)(CCCC(C)C)OC(CC1=CC=CC=C1)=O